CC1=C(C=C(C=C1)[N+](=O)[O-])OC(F)(F)F 1-methyl-4-nitro-2-(trifluoromethoxy)benzene